ClC1=C(C=C(C=C1)N1C2=C(OC(C1)(C)C)N=C(C=N2)C(=O)N2C(CN(CC2)C2=CC=C(C=N2)CC(=O)OC)(C)C)F methyl 2-(6-(4-(4-(4-chloro-3-fluorophenyl)-2,2-dimethyl-3,4-dihydro-2H-pyrazino[2,3-b][1,4]oxazine-7-carbonyl)-3,3-dimethylpiperazin-1-yl)pyridin-3-yl)acetate